[N+]=1(C(=CC=CC1C)C)[O-] lutidine-N-oxide